C1(CCC1)C1=CC=C(C=N1)C(C)O 1-(6-cyclobutylpyridin-3-yl)ethan-1-ol